3-(acryloxymethyl)-2-phenyl-oxetane C(C=C)(=O)OCC1C(OC1)C1=CC=CC=C1